7-((3S,4S)-4-amino-3-methyl-2-oxa-8-azaspiro[4.5]decane-8-yl)-3-(7-chlorobenzo[d]thiazol-6-yl)pteridine-2,4(1H,3H)-dione N[C@@H]1[C@@H](OCC12CCN(CC2)C2=CN=C1C(N(C(NC1=N2)=O)C2=C(C1=C(N=CS1)C=C2)Cl)=O)C